C1(=CC=CC=C1)CN1C(=CC2=CC=CC=C12)CO 1-Phenylmethyl-1h-indole-2-methanol